OC=1C=CN2C(=CC(=C2C1)C1=C(C=CC=C1)S(=O)(=O)C)C(C)=O 1-[7-hydroxy-1-(2-methanesulfonylphenyl)indolizin-3-yl]ethanone